C1(CC1)C=1N=NN(C1)[C@H](C(=O)N1[C@@H](C[C@H](C1)O)C(=O)NC(CC=1N(N=C(C1)C)C1=CC=CC=C1)C)C(C)(C)C (2S,4r)-1-[(2S)-2-(4-cyclopropyl-triazol-1-yl)-3,3-dimethyl-butyryl]-4-hydroxy-N-[1-methyl-2-(5-methyl-2-phenyl-pyrazol-3-yl)ethyl]pyrrolidine-2-carboxamide